C(#C)[Si](C1=COC=C1)(C1=COC=C1)C1=COC=C1 ethynyltri(3-furyl)silane